C(C=C)(=O)C(C(=O)C1=CC=CC=C1)C1=CC=CC=C1 acryloyldiphenyl-ethanone